(diethylamino)coumarin-3-formaldehyde hydrazinoformate N(N)C(=O)O.C(C)N(CC)C1=C(C(OC2=CC=CC=C12)=O)C=O